C1(=C(C=CC=C1)N(C1=C(C(=CC=2C3=CC=CC=C3CC12)C1=C(C=CC=C1)C(C)(C)C)C1=C(C=CC=C1)C(C)(C)C)C1=C(C(=CC=2C3=CC=CC=C3CC12)C)C)C1=CC=CC=C1 (biphenylyl)(dimethyl-fluorenyl)[di(tert-butylphenyl)fluorenyl]amine